6-bromo-4H-furo[2',3':4,5]pyrrolo[3,2-b]pyridine BrC=1C=C2C(=NC1)C1=C(N2)C=CO1